CC1=C(C=CC=C1C(F)(F)F)[C@@H](C)NC(=O)C1=CN(C(C=C1NC1[C@H]2CN(C[C@@H]1CC2)C)=O)C2CCOCC2 N-((R)-1-(2-methyl-3-(trifluoromethyl)phenyl)ethyl)-4-(((1R,5S,8r)-3-methyl-3-azabicyclo[3.2.1]octan-8-yl)amino)-6-oxo-1-(tetrahydro-2H-pyran-4-yl)-1,6-dihydropyridine-3-carboxamide